1-(2,6-dimethylphenyl)-6-fluoro-7-(2-fluoro-6-hydroxyphenyl)-4-(piperazin-1-yl)quinolin-2(1H)-one CC1=C(C(=CC=C1)C)N1C(C=C(C2=CC(=C(C=C12)C1=C(C=CC=C1O)F)F)N1CCNCC1)=O